Ethyl 1-(4-methoxybenzyl)-4-(4'-(5-methyl-1,3,4-thiadiazol-2-yl)-[1,1'-biphenyl]-4-yl)-1H-1,2,3-triazole-5-carboxylate COC1=CC=C(CN2N=NC(=C2C(=O)OCC)C2=CC=C(C=C2)C2=CC=C(C=C2)C=2SC(=NN2)C)C=C1